3-bromo-N-(4-(N-(4-((4-methoxyphenyl)sulfonamido)naphthalen-1-yl)sulfamoyl)phenyl)propanamide BrCCC(=O)NC1=CC=C(C=C1)S(NC1=CC=C(C2=CC=CC=C12)NS(=O)(=O)C1=CC=C(C=C1)OC)(=O)=O